CC=1C=C(C=C(C1)C)C=O 3,5-dimethylphenyl-methanone